ClC1=C(C=CC=C1)N1NC=2C(=C(N(C(C2)=O)CC2=NC=CC=C2)C)C1=O 2-(2-chlorophenyl)-4-methyl-5-(pyridin-2-ylmethyl)-1H-pyrazolo[4,3-c]pyridine-3,6(2H,5H)-dione